BrC1=C(C=NC(=C1)Cl)CC\C(\CC)=N\S(=O)C(C)(C)C (E)-N-(1-(4-bromo-6-chloropyridin-3-yl)pentan-3-ylidene)-2-methylpropane-2-sulfinamide